ethyl 2,2-difluorospiro[2.3]hexane-1-carboxylate FC1(C(C12CCC2)C(=O)OCC)F